C(C)(C)(C)OC(=O)N1CCN(CC1)CCN1C(=C(C2=CC=C(C(=C12)C=1C(=NN(C1C)C)C)Cl)CCCOC1=CC(=C(C(=C1)C)Cl)C)C(=O)O 1-(2-{4-[(Tert-butoxy)carbonyl]piperazin-1-yl}ethyl)-6-chloro-3-[3-(4-chloro-3,5-dimethylphenoxy)propyl]-7-(1,3,5-trimethyl-1H-pyrazol-4-yl)-1H-indole-2-carboxylic acid